lithium 3-(difluoromethyl)-1-methyl-1H-pyrazole-5-sulfinate FC(C1=NN(C(=C1)S(=O)[O-])C)F.[Li+]